2-(4-(6-((4-cyano-2-fluorobenzyl)oxy)pyridin-2-yl)-2,5-difluorobenzyl)-1-((3S,4R)-4-methyltetrahydrofuran-3-yl)-1H-benzo[d]imidazole-6-carboxylic acid C(#N)C1=CC(=C(COC2=CC=CC(=N2)C2=CC(=C(CC3=NC4=C(N3[C@@H]3COC[C@@H]3C)C=C(C=C4)C(=O)O)C=C2F)F)C=C1)F